C(C)N(C=1C(=C(C(=C2C=NNC12)C1=CC=2N(C=C1)N=C(C2)NC(=O)C2C(C2)F)C)F)C N-(5-(7-(ethyl(methyl)amino)-6-fluoro-5-methyl-1H-indazol-4-yl)pyrazolo[1,5-a]pyridin-2-yl)-2-fluorocyclopropane-1-carboxamide